tert-butyl N-(tert-butoxycarbonyl)-N-(3-fluoro-4-iodopyridin-2-yl)carbamate C(C)(C)(C)OC(=O)N(C(OC(C)(C)C)=O)C1=NC=CC(=C1F)I